C1(=CC=CC2=CC=CC=C12)[C@@H](C)NC(C1=CC(=CC=C1)N1CCCCC1)=O N-[(1R)-1-(1-naphthyl)ethyl]3-(1-piperidinyl)benzamide